aluminum pentafluorophenylacetate FC1=C(C(=C(C(=C1CC(=O)[O-])F)F)F)F.[Al+3].FC1=C(C(=C(C(=C1CC(=O)[O-])F)F)F)F.FC1=C(C(=C(C(=C1CC(=O)[O-])F)F)F)F